Bisbutoxy(methylethoxy)(ethylethoxy)adipat C(CCC)OC(C(C(=O)[O-])(OC(C)CC)OC(C)C)(CCC(=O)[O-])OCCCC